C(=C)CCC[Si](OC)(OC)OC γ-vinylpropyltrimethoxysilane